3-tert-butyl-5-hydroxy-2-hydroxy-6-methyl-N-(4-nitro-2-trifluoromethyl-phenyl)-benzamide C(C)(C)(C)C=1C(=C(C(=O)NC2=C(C=C(C=C2)[N+](=O)[O-])C(F)(F)F)C(=C(C1)O)C)O